C1(=CC=CC=C1)S(=O)(=O)OC1=C(C=CC=C1)NC(=O)NC1=C(C=CC=C1)OS(=O)(=O)C1=CC=CC2=CC=CC=C12 N-[2-(phenylsulfonyloxy)phenyl]-N'-[2-(1-naphthalenesulfonyloxy)phenyl]urea